CC1(NC(CC(C1)OCC1=CC=CC=C1)(C)C)C 2,2,6,6-tetramethyl-4-benzyl-oxypiperidine